(2S,4R)-6-chloro-4-hydroxy-N-(3-{3-[cis-3-(trifluoromethoxy)cyclobutyl]-1,2,4-oxadiazol-5-yl}bicyclo[1.1.1]pentan-1-yl)-3,4-dihydro-2H-1-benzopyran-2-carboxamide ClC=1C=CC2=C([C@@H](C[C@H](O2)C(=O)NC23CC(C2)(C3)C3=NC(=NO3)[C@@H]3C[C@@H](C3)OC(F)(F)F)O)C1